5-ethyl-2-fluoro-4-(3-(5-(1-methylpiperidin-4-yl)-4,5,6,7-tetrahydro-1H-imidazo[4,5-c]pyridine-2-yl)-1H-indazol-6-yl)phenol C(C)C=1C(=CC(=C(C1)O)F)C1=CC=C2C(=NNC2=C1)C=1NC2=C(CN(CC2)C2CCN(CC2)C)N1